C(C)OC(=O)C=1N=C(N(C(C1OC)=O)C)CBr.C1(=CC=CC=C1)C=1N=C(C=2NC3=CC=CC=C3C2C1)N1CCNCC1 phenyl-piperazinyl-beta-carboline Ethyl-2-(bromomethyl)-5-methoxy-1-methyl-6-oxo-1,6-dihydropyrimidine-4-carboxylate